propyl hexenoate C(C=CCCC)(=O)OCCC